C(C)OC(=O)C1N=C(CC1)C=[N+]=[N-] 5-(Diazomethyl)-3,4-dihydro-2H-pyrrole-2-carboxylic acid ethyl ester